ClC1=C(C=CC(=C1)OCC=1C(=NOC1C1CC1)C1=C(C=CC=C1Cl)Cl)C1C(C1)C1=CC=C2C(=NN(C2=C1)C)C(=O)O 6-(2-(2-chloro-4-((5-cyclopropyl-3-(2,6-dichlorophenyl)isoxazol-4-yl)methoxy)phenyl)cyclopropyl)-1-methyl-1H-indazole-3-carboxylic acid